COC1=CC=C(CN[C@@H](CO)C(=O)OC)C=C1 Methyl (4-methoxybenzyl)serinate